3-(2-oxopyrrolidin-1-yl)piperidine-2,6-dione O=C1N(CCC1)C1C(NC(CC1)=O)=O